3-fluoro-N-(4-hydroxy-3,5-dimethylphenyl)-5-methoxybenzamide FC=1C=C(C(=O)NC2=CC(=C(C(=C2)C)O)C)C=C(C1)OC